C(C)N1C(NC2=C(C1=O)NC(=C2)CN2CCN(CC2)C=2C=CC(=NC2C)C(=O)NC)=O 5-(4-((3-ethyl-2,4-dioxo-2,3,4,5-tetrahydro-1H-pyrrolo[3,2-d]pyrimidin-6-yl)methyl)piperazin-1-yl)-N,6-dimethylpicolinamide